(S)-3-(3-(1,5-dimethyl-4-oxo-2-oxo-1,2-dihydropyridin-3-yl)ureido)-3-(3'-methoxybiphenyl-3-yl)propanoic acid CN1C(C(C(C(=C1)C)=O)NC(N[C@@H](CC(=O)O)C=1C=C(C=CC1)C1=CC(=CC=C1)OC)=O)=O